C=1(C(=CC(=CC1)C)S(=O)(=O)[O-])C(C)C.[K+] potassium para-cymenesulfonate